ethyl 4-cyclopropyl-3-(isoquinolin-4-yl)-1,2-thiazole-5-carboxylate C1(CC1)C=1C(=NSC1C(=O)OCC)C1=CN=CC2=CC=CC=C12